5-nitro-2-(2-nitrovinyl)phenol [N+](=O)([O-])C=1C=CC(=C(C1)O)C=C[N+](=O)[O-]